2-(2,3-difluoro-4-methylphenyl)-5-(1H-pyrrolo[2,3-b]pyridin-4-yl)-1-{[2-(trimethylsilyl)ethoxy]methyl}-1H-pyrrole-3-carboxamide FC1=C(C=CC(=C1F)C)C=1N(C(=CC1C(=O)N)C1=C2C(=NC=C1)NC=C2)COCC[Si](C)(C)C